tetrachlorocoronene ClC=1C(=C2C(=C(C3=CC=C4C=CC5=CC=C6C=CC1C1=C2C3=C4C5=C16)Cl)Cl)Cl